C(C)(C)C=C(C(=O)N)C isopropyl-methacrylamide